2-thienyl(cyano)copper lithium [Li].S1C(=CC=C1)[Cu]C#N